C(C1=CC=CC=C1)C1=NN(C(=C1)C1=CC2=C(N=C(S2)NC(NC2CC2)=O)C=C1)CC1=CC=C(C(=O)NO)C=C1 4-{[3-benzyl-5-(2-cyclopropylcarbamoylaminobenzo[d]thiazol-6-yl)-1H-pyrazol-1-yl]methyl}-N-hydroxybenzamide